6-(6-benzyloxy-5-fluoro-3-pyridinyl)-3-[ethoxy(difluoro)methyl]-[1,2,4]triazolo[4,3-a]pyrazine C(C1=CC=CC=C1)OC1=C(C=C(C=N1)C=1N=CC=2N(C1)C(=NN2)C(F)(F)OCC)F